COC=1C(C=2C=CC=C3C=CC(=C(C1)C23)C2=CC(=CC=C2)[N+](=O)[O-])=O 2-Methoxy-4-(3-nitrophenyl)-1H-phenalen-1-one